3-(Cyclobutylmethoxy)picolinonitrile C1(CCC1)COC=1C(=NC=CC1)C#N